BrCCCCCCO[Si](OC(OC\C=C(\CCCC(CCCC(CCCC(C)C)C)C)/C)CCCCCCC\C=C/C\C=C/CCCCC)(C)C (E)-1-bromo-10-((8Z,11Z)-heptadeca-8,11-dien-1-yl)-8,8,14,18,22,26-hexamethyl-7,9,11-trioxa-8-silaheptacos-13-ene